C[C@]12CC3(CC(C[C@@](C1)(C3)C)C2)NC(NC2=C(C=C(C(=O)NCCCCCCC(=O)NO)C=C2)F)=N 4-(3-((1r,3R,5S,7r)-3,5-dimethyladamantan-1-yl)guanidino)-3-fluoro-N-(7-(hydroxyamino)-7-oxoheptyl)benzamide